C(C)OC(=O)C=1C(C=C2N(C(CC3=CC(=C(C=C23)OC)C2=CN=C(S2)C2CC(C2)OC)C(C)(C)C)C1)=O 6-tert-butyl-10-methoxy-9-[2-(3-methoxycyclobutyl)thiazol-5-yl]-2-oxo-6,7-dihydro-2H-pyrido[2,1-a]Isoquinoline-3-carboxylic acid ethyl ester